FC(OC[C@@H](CO)NC(OC(C)(C)C)=O)F tert-butyl N-[(2R)-1-(difluoromethoxy)-3-hydroxypropan-2-yl]carbamate